BrC1=CC=C2CCN(C2=C1)C(/C=C/C(=O)O)=O (2E)-4-(6-bromo-2,3-dihydroindol-1-yl)-4-oxobut-2-enoic acid